4,13-dioxo-3,14-diazahexadecane-1,16-diol diacrylate C(C=C)(=O)OCCNC(CCCCCCCCC(NCCOC(C=C)=O)=O)=O